2-[3-methyl-4-[5-(4-piperidyl)pyrimidin-2-yl]-4,8,10,11-tetrazatricyclo[7.4.0.02,7]trideca-1(9),2(7),10,12-tetraen-12-yl]phenol CC1C=2C=3C=C(N=NC3NC2CCN1C1=NC=C(C=N1)C1CCNCC1)C1=C(C=CC=C1)O